FC1=C(C=CC=C1)[C@H](C)OC=1C=C(NC1C(NC)=O)C(=O)O (S)-4-(1-(2-fluorophenyl)ethoxy)-5-(methylcarbamoyl)-1H-pyrrole-2-carboxylic acid